FC1=C(C(=CC=C1F)F)[C@H]1CC=2N(C(NC2CCN[C@H]2COCC2)=S)C1 (R)-6-(2,3,6-trifluorophenyl)-1-(2-(((R)-tetrahydrofuran-3-yl)amino)ethyl)-2,5,6,7-tetrahydro-3H-pyrrolo[1,2-c]imidazole-3-thione